FC=1C=C(C=CC1)[C@H](CNC(CC1CCC(CC1)NC)(C)C)O (R)-1-(3-fluorophenyl)-2-((2-methyl-1-((1r,4R)-4-(methylamino)cyclohexyl)-propan-2-yl)amino)ethan-1-ol